C(C)(C)(C)[Si](OC(CC1=CC(NN1)=O)CCl)(C)C 5-(2-((tertbutyldimethylsilyl)oxy)-3-chloropropyl)-1,2-dihydro-3H-pyrazol-3-one